N1(CCCCCC1)C=1N=C(C2=C(C=NNC2=O)N1)NC1=CC=C(C=C1)C=1N=NN(N1)CC 2-(azepan-1-yl)-4-((4-(2-ethyl-2H-tetrazol-5-yl)phenyl)amino)pyrimido[4,5-d]pyridazin-5(6H)-one